COC1=C(C=CC=C1)[C@H](CN1C(N(C(C2=C1SC(=C2C)C#CC)=O)C2=CC=C(C(=O)O)C=C2)=O)OC2CCOCC2 (R)-4-(1-(2-(2-methoxyphenyl)-2-((tetrahydro-2H-pyran-4-yl)oxy)ethyl)-5-methyl-2,4-dioxo-6-(prop-1-yn-1-yl)-1,4-dihydrothieno[2,3-d]pyrimidin-3(2H)-yl)benzoic acid